Ethylammonium octadecyl-sulfate benzyl-8-(5-(N-cyclopentylsulfamoyl)-4,5,6,7-tetrahydrothiazolo[5,4-c]pyridin-2-yl)-3,8-diazabicyclo[3.2.1]octane-3-carboxylate C(C1=CC=CC=C1)OC(=O)N1CC2CCC(C1)N2C=2SC=1CN(CCC1N2)S(NC2CCCC2)(=O)=O.C(CCCCCCCCCCCCCCCCC)OS(=O)(=O)[O-].C(C)[NH3+]